7-ethyl-1,3-dimethylquinolin-2(1H)-one C(C)C1=CC=C2C=C(C(N(C2=C1)C)=O)C